methyl (5S)-5-[[(benzyloxy)carbonyl]amino]-6-[(tert-butyldiphenylsilyl)oxy]-2-diazo-3-oxohexanoate C(C1=CC=CC=C1)OC(=O)N[C@@H](CC(C(C(=O)OC)=[N+]=[N-])=O)CO[Si](C1=CC=CC=C1)(C1=CC=CC=C1)C(C)(C)C